N-((3-((1H-1,2,4-triazol-1-yl)methyl)oxetan-3-yl)methyl)-N-(2-chloro-4-fluorophenyl)biphenyl-2,5-diamine N1(N=CN=C1)CC1(COC1)CN(C=1C(=CC(=CC1)N)C1=CC=CC=C1)C1=C(C=C(C=C1)F)Cl